4-((3-(4-(((1R,4R)-4-(2-oxa-6-azaspiro[3.3]heptan-6-yl)cyclohexyl)amino)-1-(2,2,2-trifluoroethyl)-1H-indol-2-yl)prop-2-yn-1-yl)amino)-3-methoxy-N-methylbenzenesulfonamide C1OCC12CN(C2)C2CCC(CC2)NC2=C1C=C(N(C1=CC=C2)CC(F)(F)F)C#CCNC2=C(C=C(C=C2)S(=O)(=O)NC)OC